4-dodecanolactone C1(CCC(CCCCCCCC)O1)=O